2-(5-(cyclopropylmethyl)-3-(4-fluoro-3-(2-methylprop-1-en-1-yl)phenyl)-4-(3-fluoro-4-sulfamoylbenzyl)-1H-pyrazol-1-yl)thiazole-4-carboxylic acid C1(CC1)CC1=C(C(=NN1C=1SC=C(N1)C(=O)O)C1=CC(=C(C=C1)F)C=C(C)C)CC1=CC(=C(C=C1)S(N)(=O)=O)F